(Z)-2-(1,2-bis(thiophen-2-yl)vinyl)-6-methylpyridine S1C(=CC=C1)\C(=C/C=1SC=CC1)\C1=NC(=CC=C1)C